O=C1NC(CCC1N1C(C2=CC=CC(=C2C1=O)NCCOC1CC(C1)C(=O)N)=O)=O 3-(2-((2-(2,6-dioxopiperidin-3-yl)-1,3-dioxoisoindolin-4-yl)amino)ethoxy)cyclobutane-1-carboxamide